C1(CCCCC1)C1=CC=C(C=C1)C=1NC=2N(C(C1)=O)N=C(C2C(=O)N2CC(C2)CF)C2=NC=CC(=C2)C 5-(4-Cyclohexylphenyl)-3-(3-(fluoromethyl)azetidine-1-carbonyl)-2-(4-methylpyridin-2-yl)pyrazolo[1,5-a]pyrimidin-7(4H)-one